tert-Butyl 3-(5-(acetoxyamino)-2-(tert-butoxycarbonyl)-5-oxopentyl)benzoate C(C)(=O)ONC(CCC(CC=1C=C(C(=O)OC(C)(C)C)C=CC1)C(=O)OC(C)(C)C)=O